Cl.N1C[C@H](CCC1)CC(=O)OCC ethyl (R)-2-(piperidin-3-yl)acetate hydrochloride